3-(((2-chloro-9-cyclopentyl-9H-purin-6-yl)amino)methyl)-4,6-diethylpyridin-2(1H)-one ClC1=NC(=C2N=CN(C2=N1)C1CCCC1)NCC=1C(NC(=CC1CC)CC)=O